NC1=C(C=CC(=C1)C(F)(F)F)C=1C=C2CCN(C(C2=CN1)=O)C1=CC(=C(C=C1)OCOCCOC)[N+](=O)[O-] 6-(2-amino-4-(trifluoromethyl)phenyl)-2-(4-((2-methoxyethoxy)methoxy)-3-nitrophenyl)-3,4-dihydro-2,7-naphthyridin-1(2H)-one